COC1=CC=C(C=C1)C(OC12CC(CC(C(C1)O)N2C)OC(C)=O)(C2=CC=C(C=C2)OC)C2=CC=C(C=C2)OC (Tris(4-methoxyphenyl)methoxy)-8-methyl-3-acetoxy-8-azabicyclo[3.2.1]octan-6-ol